FC(C=1C=CC=2N(N1)C(=CN2)C2=CC(=NC=C2)N2CCC(CC2)CCO)F 2-(1-(4-(6-(Difluoromethyl)imidazo[1,2-b]pyridazin-3-yl)pyridin-2-yl)piperidin-4-yl)ethanol